CC1=NC(=CC(=C1)C=1NC2=CC=C(C=C2C1C(C)C)C1CCN(CC1)CC(=O)N1C(CCC1)C)C 2-(4-(2-(2,6-dimethylpyridin-4-yl)-3-isopropyl-1H-indol-5-yl)piperidin-1-yl)-1-(2-methylpyrrolidin-1-yl)ethan-1-one